propyl (trifluoromethyl) sulfate S(=O)(=O)(OCCC)OC(F)(F)F